COC(=O)C12CCC(CC1)CC2 bicyclo[2.2.2]octane-4-carboxylic acid methyl ester